F[B-](F)(F)F.N1(N=NC2=C1C=CC=C2)C([NH2+]C)=CN(C)C (1H-benzotriazol-1-yl)(dimethylamino)methylene-N-methylmethanaminium tetrafluoroborate